ClC1=C(C=CC=C1)C1C(=C(NC(=C1C(=O)OC)C)COCCN[C@@H](CC(=O)O)C(=O)O)C(=O)OCC (2-{[4-(2-chlorophenyl)-3-(ethoxycarbonyl)-5-(methoxycarbonyl)-6-methyl-1,4-dihydro-2-pyridyl]-methoxy}-ethyl)-aspartic acid